2-oxoethyl phosphate disodium salt [Na+].[Na+].P(=O)(OCC=O)([O-])[O-]